tris(difluorophenyl)borane FC=1C(=C(C=CC1)B(C1=C(C(=CC=C1)F)F)C1=C(C(=CC=C1)F)F)F